[Cl-].[Cl-].C[N+]1(CCCC1)CCOCC[N+]1(CCCC1)C bis[2-(1-methylpyrrolidinium-1-yl) ethyl] ether dichloride